BrC(C(=O)C1=CC=C(C=C1)F)CC 2-bromo-1-(4-fluorophenyl)-1-butanone